6-[1-(7-azaspiro[3.5]nonan-2-yl)-5-methyl-triazol-4-yl]-4-[(1R)-1-(2-pyridyl)ethoxy]pyrazolo[1,5-a]pyridine-3-carbonitrile hydrochloride Cl.C1C(CC12CCNCC2)N2N=NC(=C2C)C=2C=C(C=1N(C2)N=CC1C#N)O[C@H](C)C1=NC=CC=C1